ClC=1C=C(C=CC1C)NC(=O)NCC=1C=C2C(N(CC2=CC1)C1C(NC(CC1)=O)=O)=O 1-(3-chloro-4-methylphenyl)-3-((2-(2,6-dioxopiperidin-3-yl)-3-oxoisoindolin-5-yl)methyl)urea